CS(=O)(=O)N1C=C(C=C1)C(=O)NCC(NC=1SC=C(N1)C1CCNCC1)=O 1-methylsulfonyl-N-[2-oxo-2-[[4-(4-piperidinyl)thiazol-2-yl]amino]ethyl]pyrrole-3-carboxamide